ClC=1C=C(CN(C(=O)[C@@H]2O[C@@H]([C@@H]([C@@H]([C@H]2O)N2N=NC(=C2)C2=CC(=C(C(=C2)F)F)F)O)CO)[C@@H]2[C@H](CCCC2)O)C=CC1 (2R,3R,4S,5R,6R)-N-(3-Chlorobenzyl)-3,5-dihydroxy-N-((1S,2S)-2-hydroxycyclohexyl)-6-(hydroxymethyl)-4-(4-(3,4,5-trifluorophenyl)-1H-1,2,3-triazol-1-yl)tetrahydro-2H-pyran-2-carboxamid